2-fluoro-3-hydroxy-4-methoxybenzaldehyde FC1=C(C=O)C=CC(=C1O)OC